tert-butyl (S)-3-(4-(4,5-dichloro-1H-indole-2-carbonyl)piperazine-1-carbonyl)pyrrolidine-1-carboxylate ClC1=C2C=C(NC2=CC=C1Cl)C(=O)N1CCN(CC1)C(=O)[C@@H]1CN(CC1)C(=O)OC(C)(C)C